(S)-7-isopropyl-7-(methoxymethyl)-2-((R)-3-methylmorpholin-4-yl)-5,6-dihydropyrazolo[1,5-a]pyrazin-4-one C(C)(C)[C@]1(CNC(C=2N1N=C(C2)N2[C@@H](COCC2)C)=O)COC